C(C)(=O)[O-].C(CCCCC)[N+]1(CCCCC1)CCCC 1-hexyl-1-butylpiperidinium acetate